C(#N)[C@@H](C[C@H]1C(NCCC1)=O)NC(=O)[C@@H]1N(C[C@H]2[C@@H]1CC(C2)(F)F)C(=O)C=2NC1=C(C(=CC(=C1C2)F)F)Cl (1R,3aR,6aS)-N-((R)-1-cyano-2-((S)-2-oxopiperidin-3-yl)ethyl)-2-(4,6-difluoro-7-chloro-1H-indole-2-carbonyl)-5,5-difluorooctahydrocyclopenta[c]pyrrole-1-carboxamide